9-(4-([1,1'-biphenyl]-4-yl)-6-phenyl-1,3,5-triazin-2-yl)-8-fluoro-9H-carbazol-1-carbonitril C1(=CC=C(C=C1)C1=NC(=NC(=N1)C1=CC=CC=C1)N1C2=C(C=CC=C2C=2C=CC=C(C12)C#N)F)C1=CC=CC=C1